(2,4-dimethylpyrimidine-5-yl)carbamic acid tertiary butyl ester C(C)(C)(C)OC(NC=1C(=NC(=NC1)C)C)=O